N-(3-methylpyridin-2-yl)quinazolin-4-amine CC=1C(=NC=CC1)NC1=NC=NC2=CC=CC=C12